1,4-dibromo-2-fluoro-5-nitrobenzene BrC1=C(C=C(C(=C1)[N+](=O)[O-])Br)F